C(CCC)C(CCC)(P(O)(O)=O)CCCC.P(OCCCC)(OCCCC)=O dibutyl phosphonate (di-butyl-butyl phosphonate)